(S)-2-((7-chloro-6-fluoro-8-methoxy-2-(2-methoxyacetyl)-1-methyl-2,3-dihydro-1H-pyrrolo[3,4-c]quinolin-4-yl) amino)-2-oxoethyl acetate C(C)(=O)OCC(=O)NC1=NC=2C(=C(C(=CC2C2=C1CN([C@H]2C)C(COC)=O)OC)Cl)F